2-chloro-7-(4-((2-chloroethyl)amino)-2,6-difluorophenyl)-5-ethyl-6-oxo-6,7-dihydro-5H-benzo[d]pyrido[3,2-f][1,3]diazepine-9-carbonitrile ClC1=CC=2C3=C(N(C(N(C2N=C1)CC)=O)C1=C(C=C(C=C1F)NCCCl)F)C=C(C=C3)C#N